CC=1C(=C2C=NNC2=CC1)C1=C2C(=NC(=C1C#N)N1CC3(CN(C3)C(C=C)=O)CC1)[C@@H]1[C@H](C2)C1 (5aS,6aS)-4-(5-methyl-1H-indazol-4-yl)-2-(2-(2-propenoyl)-2,6-diazaspiro[3.4]octan-6-yl)-5,5a,6,6a-tetrahydrocyclopropa[4,5]cyclopenta[1,2-b]pyridine-3-carbonitrile